1-methyl-3-ethylcyclohexane-1-ene CC1=CC(CCC1)CC